FC=1C(=C(C(=O)N)C=C(C1F)CC1=C(C(=NC=C1)NS(N)(=O)=O)F)NC1=C(C=C(C=C1)I)F 3,4-Difluoro-2-(2-fluoro-4-iodoanilino)-5-[[3-fluoro-2-(sulfamoylamino)pyridin-4-yl]methyl]benzamide